N-(5-((3-((4-ethyl-1H-pyrazol-1-yl)methyl)piperidin-1-yl)methyl)thiazol-2-yl)acetamide C(C)C=1C=NN(C1)CC1CN(CCC1)CC1=CN=C(S1)NC(C)=O